1-[Cyclopropyl-(3-difluoromethoxy-phenyl)-methyl]-3-spiro[3.3]hept-2-yl-urea C1(CC1)C(NC(=O)NC1CC2(C1)CCC2)C2=CC(=CC=C2)OC(F)F